P(O)(O)(=S)O[C@H]1[C@H]([C@@H](O[C@@H]1CO)N1C(=O)NC(=O)C=C1)OOC 2'-O-methoxyuridine-3'-phosphorothioate